NC=1C(=NC(=CN1)C1=CC(=CC=C1)C1=NOC(=C1)[C@]1(C(N(CC1)C)=O)O)C(=O)N (R)-3-amino-6-(3-(5-(3-hydroxy-1-methyl-2-oxopyrrolidin-3-yl)isoxazol-3-yl)phenyl)pyrazine-2-carboxamide